C(C)(C)N1C(N(C=2C1=CC=1C(NC(=NC1C2)C)=O)C)=O 1-isopropyl-3,6-dimethyl-1H-imidazo[4,5-g]quinazoline-2,8(3H,7H)-dione